7-(cyclopropylmethyl)-3-{2-[(6,6-dimethylpiperidin-3-yl)amino]-5-(trifluoromethyl)pyrimidin-4-yl}-1H,4H,5H,6H,7H,8H-pyrrolo[2,3-c]azepin-8-one C1(CC1)CN1C(C2=C(CCC1)C(=CN2)C2=NC(=NC=C2C(F)(F)F)NC2CNC(CC2)(C)C)=O